3-(2-(dimethylamino)ethoxy)propanoate CN(CCOCCC(=O)[O-])C